2-naphthyl-(S)-2-((S)-2-cinnamamido-3-cyclohexylpropionamido)-3-((S)-2-oxopyrrolidin-3-yl)propane C1=C(C=CC2=CC=CC=C12)C[C@H](C[C@H]1C(NCC1)=O)NC([C@H](CC1CCCCC1)NC(C=CC1=CC=CC=C1)=O)=O